BrC1=C(C2=C(SC=C2)C=C1)F 5-Bromo-4-fluorobenzo[b]thiophene